6-(1'-Isopropyl-[1,4'-bipiperidin]-4-yl)-1,5-dimethyl-2-(4-(methylsulfonyl)phenyl)-1H-benzo[d]imidazol C(C)(C)N1CCC(CC1)N1CCC(CC1)C=1C(=CC2=C(N(C(=N2)C2=CC=C(C=C2)S(=O)(=O)C)C)C1)C